O(C1=CC=CC=C1)C1=CC=C(C=C1)C1=NN(C2=NC=NC(=C21)N)CCNCC2=C(C(=C(C(=C2S(=O)(=O)C)F)F)F)F 3-(4-phenoxyphenyl)-1-(2-((2,3,4,5-tetrafluoro-6-(methylsulfonyl)benzyl)amino)ethyl)-1H-pyrazolo[3,4-d]pyrimidin-4-amine